3-aminopropyltriethoxysilane zirconium [Zr].NCCC[Si](OCC)(OCC)OCC